C1(CC1)S(=O)(=O)C=1C=C(C(=NC1)N)OC 5-(cyclopropanesulfonyl)-3-methoxypyridin-2-amine